C(C1=CC=CC=C1)(=O)ON=C(C(=O)C1=C(C=C(C=C1)SC1=CC=CC=C1)SC1=CC=CC=C1)CC N-benzoyloxy-1-(4-phenylsulfanyl-(phenylsulfanyl)phenyl)butan-1-one-2-imine